ClC1=C(C=C(C=C1)F)C1NC(C2=C1C(=CC1=C(N(N=C21)C)CC(F)F)NC(=O)C2=CC=CC1=CC(=CC=C21)F)=O N-[6-(2-chloro-5-fluorophenyl)-3-(2,2-difluoroethyl)-2-methyl-8-oxo-7,8-dihydro-6H-pyrrolo[4,3-g]indazol-5-yl]-6-fluoronaphthalene-1-carboxamide